5-((5-(3-Fluoro-2-hydroxy-6-methoxyphenyl)-1H-pyrazol-3-yl)amino)pyrazine-2-carbonitrile FC=1C(=C(C(=CC1)OC)C1=CC(=NN1)NC=1N=CC(=NC1)C#N)O